C(C#C)OC1CCNCC1 4-(Prop-2-yn-1-yloxy)piperidine